C(CCCCCCCCCCCCCCCCCC)C=1N=CN(C1)CCCCCCCCCCCCCCCCCC 4-Nonadecyl-1-octadecylimidazole